C(C)[C@@]1(C2=C(NC=3N=CC(=CC13)F)CC(CC2=O)(C)C)C2=CC(=CC=C2)C2=CN=CN2C(C)C (R)-5-ethyl-3-fluoro-5-(3-(1-isopropyl-1H-imidazol-5-yl)phenyl)-8,8-dimethyl-5,8,9,10-tetrahydrobenzo[b][1,8]naphthyridin-6(7H)-one